5,7-Dichloro-2-((ethylamino)methyl)-8-hydroxy-3-methylquinazolin-4(3H)-one hydrobromide Br.ClC1=C2C(N(C(=NC2=C(C(=C1)Cl)O)CNCC)C)=O